N-(5-cyanothiazol-2-yl)-3-((7-(5-methyl-1,2,4-oxadiazol-3-yl)isoquinolin-1-yl)amino)propenamide C(#N)C1=CN=C(S1)NC(C=CNC1=NC=CC2=CC=C(C=C12)C1=NOC(=N1)C)=O